ClC=1C=C(C(=C(C1)[C@@H](C(=O)O)N1C[C@@H](CC1)OCCCCCC1=NC=2NCCCC2C=C1)OC)CC1CC1 (S)-2-(5-chloro-3-(cyclopropylmethyl)-2-methoxyphenyl)-2-((R)-3-((5-(5,6,7,8-tetrahydro-1,8-naphthyridin-2-yl)pentyl)oxy)pyrrolidin-1-yl)acetic acid